CN(C)C[C@H]1OCCN2C3=CC=CC=C3C(C=3C(NC(C3C=3C=4C=CC=CC4N(CC1)C3)=O)=O)=C2 (18S)-18-[(dimethylamino)methyl]-17-oxa-4,14,21-triazahexacyclo[19.6.1.1^{7,14}.0^{2,6}.0^{8,13}.0^{22,27}]nonacosa-1(28),2(6),7(29),8,10,12,22(27),23,25-nonaene-3,5-dione